O=C1OC2=CC(=CC=C2C(=C1)C1=C(C=CC=C1)C)C(=O)N1CC(CC1)CNC(C)=O N-((1-(2-oxo-4-(o-tolyl)-2H-chromene-7-carbonyl)pyrrolidin-3-yl)methyl)acetamide